NC=1C2=C(N=CN1)N(C=C2C2=CC=C(C=1N2C=CN1)NC(=O)NC1=NOC(=C1)C1(CC1)C(F)(F)F)CCC(=O)O 3-(4-amino-5-(8-(3-(5-(1-(trifluoromethyl)cyclopropyl)isoxazol-3-yl)ureido)-imidazo[1,2-a]pyridin-5-yl)-7H-pyrrolo[2,3-d]pyrimidin-7-yl)propanoic acid